CC1CCC(CC1)CC(=O)N 2-(4-methylcyclohexyl)acetamide